7-chloro-2,8,9-trimethyl-4H-pyrimido[1,2-b]Pyridazin-4-one ClC=1C(=C(C=2N(N1)C(C=C(N2)C)=O)C)C